1-octylnonyl 8-[3-[2-[2-[2-(2-hydroxyethoxy)ethoxy]ethoxy]ethoxy]-2-[8-(1-octylnonoxy)-8-oxo-octoxy]propoxy]octanoate OCCOCCOCCOCCOCC(COCCCCCCCC(=O)OC(CCCCCCCC)CCCCCCCC)OCCCCCCCC(=O)OC(CCCCCCCC)CCCCCCCC